FC1=CC2=C(C=CO2)C=C1CCNC1=CC=NC=N1 6-[2-(6-fluoro-benzofuran-5-yl)-ethylamino]-pyrimidin